IC1=NN(C2=C1CN(CC2)C(=O)OC(C)(C)C)CC2CCN(CC2)C2=NC=C(C=N2)C(=O)OC tert-butyl 3-iodo-1-[[1-(5-methoxycarbonylpyrimidin-2-yl)-4-piperidyl]methyl]-6,7-dihydro-4H-pyrazolo[4,3-c]pyridine-5-carboxylate